6-methyl-7-nitro-5,6-dihydrobenzo[h][1,6]naphthyridine-5,5-d2 CN1C(C=2C=CC=NC2C2=C1C(=CC=C2)[N+](=O)[O-])([2H])[2H]